cis-3-cyclopropyl-1-(6-(2-methyl-2H-pyrazolo[3,4-b]pyridin-5-yl)thieno[2,3-b]pyridin-2-yl)cyclobutanol C1(CC1)C1CC(C1)(O)C1=CC=2C(=NC(=CC2)C2=CC=3C(N=C2)=NN(C3)C)S1